CN1C=2C=NC(=NC2N(CC1=O)C1CCOCC1)NC=1C=C2C=CC=NC2=CC1C 5-methyl-2-((7-methylquinolin-6-yl)amino)-8-(tetrahydro-2H-pyran-4-yl)-7,8-dihydropteridin-6(5H)-one